1-(4-chlorophenyl)-2-phenylpropan-1-one ClC1=CC=C(C=C1)C(C(C)C1=CC=CC=C1)=O